ethyl-1,2,4-oxadiazol C(C)C1=NOC=N1